ClC=1N(C(=CC1C(=O)O)C1=NC=CC=C1C)CC(F)F 2-chloro-1-(2,2-difluoroethyl)-5-(3-methylpyridin-2-yl)-1H-pyrrole-3-carboxylic acid